tert-butyl N-[5,5,7-trifluoro-8-(hydrazinecarbonyl)-2-oxo-1-[(4-phenoxyphenyl)methyl]-3,4-dihydro-1-benzazepin-3-yl]carbamate FC1(CC(C(N(C2=C1C=C(C(=C2)C(=O)NN)F)CC2=CC=C(C=C2)OC2=CC=CC=C2)=O)NC(OC(C)(C)C)=O)F